tert-butyl 5-methyl-4-(1-(1-methyl-1H-imidazole-5-carbonyl)indolin-5-yl)thiazol-2-ylcarbamate CC1=C(N=C(S1)NC(OC(C)(C)C)=O)C=1C=C2CCN(C2=CC1)C(=O)C1=CN=CN1C